cis-crotononitrile C(\C=C/C)#N